C(C)OC(\C=C\C(=O)[O-])=O.[Mg+] magnesium monoethyl-fumarate salt